1-(1Z-hexadecenyl)-2-(9Z-octadecenoyl)-glycero-3-phospho-(1'-sn-glycerol) CCCCCCCCCCCCCC/C=C\OC[C@H](COP(=O)(O)OC[C@H](CO)O)OC(=O)CCCCCCC/C=C\CCCCCCCC